2,3-dihydroxyphenazine OC1=CC2=NC3=CC=CC=C3N=C2C=C1O